4-hydroxy-5-methoxy-N,1-dimethyl-2-oxo-N-[4-(trifluoromethyl)phenyl]-1,2-dihydroquinoline-3-carboxamide OC1=C(C(N(C2=CC=CC(=C12)OC)C)=O)C(=O)N(C1=CC=C(C=C1)C(F)(F)F)C